NC1=C2C(=NNC2=CC=C1)N diaminoazaindole